COC(=O)C1=CC=NC=C1NC1=C(C=C(C=C1)[Si](C)(C)C)F 5-(2-fluoro-4-trimethylsilylanilino)pyridine-4-carboxylic acid methyl ester